trans-12-tetradecene acetate C(C)(=O)O.CCCCCCCCCCC\C=C\C